tert-butyl (1S,4S)-5-(4-((4-(difluoromethoxy)-2,5-difluorophenyl)amino)pyrido[3,2-d]pyrimidin-6-yl)-2,5-diazabicyclo[2.2.1]heptane-2-carboxylate FC(OC1=CC(=C(C=C1F)NC=1C2=C(N=CN1)C=CC(=N2)N2[C@@H]1CN([C@H](C2)C1)C(=O)OC(C)(C)C)F)F